3-Isopropyl-1-ethylquinoxalin-2(1H)-one C(C)(C)C=1C(N(C2=CC=CC=C2N1)CC)=O